Cl.N1CC(CC1)CNC(=O)C1CCNCC1 N-(pyrrolidin-3-ylmethyl)piperidine-4-carboxamide hydrochloride